6-(2-hydroxyphenyl)-2-phenethylisoquinolin-1(2H)-one OC1=C(C=CC=C1)C=1C=C2C=CN(C(C2=CC1)=O)CCC1=CC=CC=C1